C1(=CC=C(C=C1)NC1=NC=2C(N=C1OC)=NON2)C2=CC=CC=C2 N-([1,1'-BIPHENYL]-4-YL)-6-METHOXY-[1,2,5]OXADIAZOLO[3,4-B]PYRAZIN-5-AMINE